NC1(CC=C(C=C1)OC1=CCC(C=C1)(N)N)N 4,4-diaminophenyl ether